NC1=CC=C(C=N1)C1=CC(=NC=C1)C(CC)N1C(C=C(C(=C1)OC)C1=C(C=CC(=C1)Cl)N1N=NN=C1)=O 1-(1-(6-amino-[3,4'-bipyridin]-2'-yl)propyl)-4-(5-chloro-2-(1H-tetrazol-1-yl)phenyl)-5-methoxypyridin-2(1H)-one